OC1=NC2=C3C=CC=CC3=NC=C2C=C1 2-hydroxy-1,6-phenanthroline